((trans)-4-((tert-butyldimethylsilyl)oxy)cyclohexyl)-4-(4,4,5,5-tetramethyl-1,3,2-dioxaborolan-2-yl)-1H-pyrazole [Si](C)(C)(C(C)(C)C)O[C@@H]1CC[C@H](CC1)N1N=CC(=C1)B1OC(C(O1)(C)C)(C)C